2,3-bis(((3-(azetidin-1-yl)propyl)carbamothioyl)oxy)butane-1,4-diyl bis(4,4-bis(octyloxy)butanoate) C(CCCCCCC)OC(CCC(=O)OCC(C(COC(CCC(OCCCCCCCC)OCCCCCCCC)=O)OC(NCCCN1CCC1)=S)OC(NCCCN1CCC1)=S)OCCCCCCCC